(S)-2-((((9H-fluoren-9-yl)methoxy)carbonyl)amino)-3-(6-cyano-5-methoxypyridin-3-yl)propanoic acid C1=CC=CC=2C3=CC=CC=C3C(C12)COC(=O)N[C@H](C(=O)O)CC=1C=NC(=C(C1)OC)C#N